trimethylsilyl-di-n-butylaminosilane C[Si](C)(C)[SiH2]N(CCCC)CCCC